tert-butyl (2S)-2-({1-cyano-2-[5-(3-methyl-2-oxo-1,3-benzoxazol-5-yl)thieno[3,2-b]thiophen-2-yl]ethyl}carbamoyl)-1,4-oxazocane-4-carboxylate C(#N)C(CC1=CC2=C(S1)C=C(S2)C=2C=CC1=C(N(C(O1)=O)C)C2)NC(=O)[C@H]2OCCCCN(C2)C(=O)OC(C)(C)C